Nickel-oxide [Ni]=O